n-butylacetate CCCCOC(=O)C